(S)-N-(6-methoxy-2-methyl-2H-pyrazolo[3,4-b]pyridin-5-yl)-4-(3-methylpiperazin-1-yl)-2,3-dihydro-1H-pyrrolo[2,3-b]pyridine-1-carboxamide formate C(=O)O.COC=1C(=CC=2C(N1)=NN(C2)C)NC(=O)N2CCC=1C2=NC=CC1N1C[C@@H](NCC1)C